4-benzoylphenyl propenoate C(C=C)(=O)OC1=CC=C(C=C1)C(C1=CC=CC=C1)=O